ClC1=CC=C(S1)CNC1=CC(=NN1C(=O)C1=CSC=C1)C1N(CCNC1C)C(C(C)(C)C)=O 1-[2-(5-{[(5-chlorothiophen-2-yl)methyl]amino}-1-(thiophene-3-carbonyl)-1H-pyrazol-3-yl)-3-methylpiperazin-1-yl]-2,2-dimethylpropan-1-one